COC1=CC=C2C(=N1)N(C=N2)C 5-methoxy-3-methyl-imidazo[4,5-b]pyridine